Carbazole C1=CC=CC=2C3=CC=CC=C3NC12